N,N'-dimethyl-sulfonyl-2,2'-dimethyl-benzidine lithium [Li].CS(=O)(=O)NC1=CC(=C(C=C1)C1=C(C=C(NS(=O)(=O)C)C=C1)C)C